N-(2-((2-((5-amino-2-methoxy-4-(4-methylpiperazin-1-yl)phenyl)amino)-5-chloropyrimidin-4-yl)amino)phenyl)methanesulfonamide NC=1C(=CC(=C(C1)NC1=NC=C(C(=N1)NC1=C(C=CC=C1)NS(=O)(=O)C)Cl)OC)N1CCN(CC1)C